Cl.CC1(CCNCC1)C1=NOC(=N1)[C@@H]1[C@@H](C1)C 4-methyl-4-{5-[(1S,2R)-2-methylcyclopropyl]-1,2,4-oxadiazol-3-yl}piperidine monohydrochloride